BrC1=C(C(=CC=C1Cl)O)C[C@@](C(=O)OC)(O)C1=C(C=CC=C1)F Methyl (R)-3-(2-bromo-3-chloro-6-hydroxyphenyl)-2-(2-fluorophenyl)-2-hydroxypropanoate